6-((3-(((2-ethyl-3-oxo-3,4-dihydroquinoxalin-6-yl)methyl)amino)cyclobutyl)amino)-N-methylpyridazine-3-carboxamide C(C)C1=NC2=CC=C(C=C2NC1=O)CNC1CC(C1)NC1=CC=C(N=N1)C(=O)NC